C(C1=CC=CC=C1)N[C@]1(CN(CCC1)C1=CN=C(C=C1C(=O)OC)C1=C(C=C(C(=C1)F)OC([2H])([2H])[2H])F)[C@@H](C(F)F)O methyl 5-((R)-3-(benzylamino)-3-((S)-2,2-difluoro-1-hydroxyethyl)piperidin-1-yl)-2-(2,5-difluoro-4-(methoxy-d3)phenyl)isonicotinate